(E)-N-(4-(dimethylamino)but-2-enoyl)-N-methylglycine tert-butyl ester C(C)(C)(C)OC(CN(C)C(\C=C\CN(C)C)=O)=O